OC(=O)C(F)(F)F.NC1=CC=C(OCCN2[C@H](CN(C[C@H]2C)C(C)=O)C)C=C1 1-((3S,5R)-4-(2-(4-aminophenoxy)ethyl)-3,5-dimethylpiperazin-1-yl)ethan-1-one TFA salt